N-(1'-{3-hydroxy-1-[(4-methoxyphenyl)methyl]-1H-pyrazolo[3,4-b]pyrazin-6-yl}-1,3-dihydrospiro[inden-2,4'-piperidin]-3-yl)carbamic acid tert-butyl ester C(C)(C)(C)OC(NC1C2=CC=CC=C2CC12CCN(CC2)C2=CN=C1C(=N2)N(N=C1O)CC1=CC=C(C=C1)OC)=O